4-chloro-3-fluoro-N-((1-methyl-1H-imidazo[1,2-b]pyrazol-7-yl)methyl)benzamide ClC1=C(C=C(C(=O)NCC2=C3N(N=C2)C=CN3C)C=C1)F